methyl 4-(2-methylbenzoyl)-1H-pyrrole-2-carboxylate CC1=C(C(=O)C=2C=C(NC2)C(=O)OC)C=CC=C1